(S)-3-(2-oxo-1-phenyl-1,2-dihydro-3H-imidazo[4,5-b]pyridin-3-yl)pyrrolidine-1-carboxylic acid tert-butyl ester C(C)(C)(C)OC(=O)N1C[C@H](CC1)N1C(N(C=2C1=NC=CC2)C2=CC=CC=C2)=O